(2S)-2-{[(tert-butoxy)carbonyl]amino}-3,3-dicyclopropylpropanoic acid C(C)(C)(C)OC(=O)N[C@H](C(=O)O)C(C1CC1)C1CC1